O[C@H]1C[C@H]2C[C@@H]([C@H]3[C@@H]4CC[C@H]([C@@H](CCC(=O)O)C)[C@]4(CC[C@@H]3[C@]2(CC1)C)C)O 3a,7β-dihydroxy-5β-cholan-24-oic acid